(3,3-difluorocyclobutyl)(6-(2-ethyl-2H-pyrazolo[3,4-b]pyridin-5-yl)thieno[2,3-b]pyridin-2-yl)methanol FC1(CC(C1)C(O)C1=CC=2C(=NC(=CC2)C2=CC=3C(N=C2)=NN(C3)CC)S1)F